(3r,5r)-malic acid C(C(O)CC(=O)O)(=O)O